2-(1-methylvinyl)-10-methyl-10H-phenothiazine CC(=C)C1=CC=2N(C3=CC=CC=C3SC2C=C1)C